3-(5-(difluoromethyl)-1,3,4-thiadiazol-2-yl)-8-(4-hydroxy-3-methoxypiperidin-1-yl)-N-(1-methylcyclopropyl)imidazo[1,5-a]pyridine-6-sulfonamide FC(C1=NN=C(S1)C1=NC=C2N1C=C(C=C2N2CC(C(CC2)O)OC)S(=O)(=O)NC2(CC2)C)F